3-[4-(N-hydroxycarbamimidoyl)phenyl]azetidine-1-carboxylic acid tert-butyl ester C(C)(C)(C)OC(=O)N1CC(C1)C1=CC=C(C=C1)C(NO)=N